cyclobutene fluoride [F-].C1=CCC1